7-(4,4,5,5-Tetramethyl-1,3,2-dioxaborolan-2-yl)-1H-indole CC1(OB(OC1(C)C)C=1C=CC=C2C=CNC12)C